C(CCCCCCCCCCC)C(C(=O)N(C)C)N 2-(dodecyl)dimethyl-aminoacetamide